ClC=1C(=NC(=NC1)NC1=C(C=C(C(=C1)C)C=1CCN(CC1)C1CCOCC1)OC(C)C)NC1=C(C=CC=C1)S(=O)(=O)C(C)C 5-Chloro-N2-(2-isopropoxy-5-methyl-4-(1-(tetrahydro-2H-pyran-4-yl)-1,2,3,6-tetrahydropyridin-4-yl)phenyl)-N4-(2-(isopropylsulfonyl)phenyl)pyrimidin-2,4-diamin